ClC=1N=C(C2=C(N1)N(C=C2C(F)(F)F)COCC[Si](C)(C)C)N 2-chloro-5-(trifluoromethyl)-7-((2-(trimethylsilyl)ethoxy)methyl)-7H-pyrrolo[2,3-d]pyrimidin-4-amine